C(=O)(O)CC=1C=C(C=CC1)C1=C2C=CNC2=CC=C1NC(=O)C1=CC=2C3=C(COC2C=C1C=1C(=NC(=CC1)C(NCC(C)C)=O)C(=O)O)C=CS3 3-(8-((4-(3-(carboxymethyl)phenyl)-1H-indol-5-yl)carbamoyl)-4H-thieno[3,2-c]chromen-7-yl)-6-(isobutylcarbamoyl)picolinic acid